O=C1NC(CCC1C1=CC=CC2=C1C=C(O2)C#CCNC(C2=NC=C(C=C2)C2=NC=1N(CCN(C1C=N2)C2=C1C=C(C(N(C1=CC(=C2)C)C)=O)C)C)=O)=O N-(3-(4-(2,6-dioxopiperidin-3-yl)benzofuran-2-yl)prop-2-yn-1-yl)-5-(8-methyl-5-(1,3,7-trimethyl-2-oxo-1,2-dihydroquinolin-5-yl)-5,6,7,8-tetrahydropteridin-2-yl)picolinamide